C(CCCC=CCCCCCCC=CCC=CCC=C)(=O)O 5,13,16,19-eicosatetraenoic acid